4-methoxy-1H-pyrrolo[3,2-c]pyridine-7-carbonitrile COC1=NC=C(C2=C1C=CN2)C#N